C(#N)C1=C(C=CC=C1F)NCCNC(C1=C(C=CC=C1)SCC1=CSC=C1)=O N-[2-[(2-cyano-3-fluorophenyl)amino]ethyl]-2-[(3-thienylmethyl)thio]-benzamide